1-hydroxymethyl-pseudouridine OCN1C=C([C@H]2[C@H](O)[C@H](O)[C@@H](CO)O2)C(NC1=O)=O